tert-butyl 2-((1-(2-isopropylphenyl)-2-(4-methylphenylsulfonylamino) ethyl) amino)-7-azaspiro[3.5]nonane-7-carboxylate C(C)(C)C1=C(C=CC=C1)C(CNS(=O)(=O)C1=CC=C(C=C1)C)NC1CC2(C1)CCN(CC2)C(=O)OC(C)(C)C